OC(C)C1=C(C=C(C=C1)CC#N)C1=CC2=C(NC=N2)C=C1 2-(4-(1-hydroxyethyl)-3-(1H-benzimidazol-5-yl)phenyl)acetonitrile